CNC1=CC(=NC=N1)C=1C(=C(C=CC1)O)C1=CN=C(N=N1)N1CC(CC1)NC [6-(methylamino)pyrimidin-4-yl]-2-[3-[3-(methylamino)pyrrolidin-1-yl]-1,2,4-triazin-6-yl]phenol